6-[(2E)-1,1-dimethyl-2-[(E)-3-(1,1,3-trimethylbenzo[e]indol-3-ium-2-yl)prop-2-enylidene]benzo[e]indol-3-yl]hexanoic acid CC1(\C(\N(C=2C=CC3=C(C12)C=CC=C3)CCCCCC(=O)O)=C/C=C/C3=[N+](C=1C=CC2=C(C1C3(C)C)C=CC=C2)C)C